C[C@H]1C/C=C/[C@@H]([C@H]([C@H](C/C=C/C2=C(C(=CC(=C2)OC)O)C(=O)O1)O)O)O The molecule is a macrolide that is a 14-memebered macrocycle fused to a 3-methoxyphenol ring. Isolated from Fungi and Cochliobolus lunatus, it exhibits antibacterial and inhibitory activity against NF-kappaB. It has a role as a metabolite, an antibacterial agent and a NF-kappaB inhibitor. It is a macrolide, a member of phenols, a secondary alcohol and an aromatic ether.